1,2,4-triazazole N1N=NN=C1